C1(CCCCC1)C(=O)OC1=CC(C)=CC=C1C(C)C thymyl cyclohexanecarboxylate